C1(CC1)C#C[C@@]1(NC(NC2=CC(=CC=C12)CN1C=NC=CC1=O)=O)C(C)(F)F (S)-4-(cyclopropylethynyl)-4-(1,1-difluoroethyl)-7-((6-oxopyrimidin-1(6H)-yl)methyl)-3,4-dihydroquinazolin-2(1H)-one